ClC=1C(=C(C=CC1OCCN1CCN(CC1)C)C=1C(=CN2N=CN=C(C21)NC(C(=O)O)CC2=C(C=CC=C2)OCC(F)(F)F)C2=CC=C(C=C2)F)C 2-((5-(3-chloro-2-methyl-4-(2-(4-methylpiperazin-1-yl)ethoxy)phenyl)-6-(4-fluorophenyl)pyrrolo[2,1-f][1,2,4]triazin-4-yl)amino)-3-(2-(2,2,2-trifluoroethoxy)phenyl)propanoic acid